C(#N)C(C)(C1=NC=CN=C1)NC(=O)[C@@H]1[C@H]2C([C@H]2CN1C([C@H](C(C)(C)C)NC(C(F)(F)F)=O)=O)(C)C (1R,2S,5S)-N-(1-cyano-1-pyrazin-2-yl-ethyl)-3-[(2S)-3,3-dimethyl-2-[(2,2,2-trifluoroacetyl)amino]butanoyl]-6,6-dimethyl-3-azabicyclo[3.1.0]hexane-2-carboxamide